2-(3-(benzyloxy)-2,6-dimethylphenyl)-4,4,5,5-tetramethyl-1,3,2-dioxaborolane C(C1=CC=CC=C1)OC=1C(=C(C(=CC1)C)B1OC(C(O1)(C)C)(C)C)C